N1-methyl-4-(trifluoromethylthio)benzene-1,2-diamine CNC=1C(=CC(=CC1)SC(F)(F)F)N